2-[2-(benzyloxy)-6-ethenylphenyl]-1,3-dioxolane C(C1=CC=CC=C1)OC1=C(C(=CC=C1)C=C)C1OCCO1